CC(C)(C)[S@@](=O)N[C@H](C)C1=CC(=CC=2C=3N(C(=NC12)N1CCCCC1)N=C(N3)C3=CC=CC=C3)C (R)-2-methyl-N-((R)-1-(9-methyl-2-phenyl-5-(piperidin-1-yl)-[1,2,4]triazolo[1,5-c]quinazolin-7-yl)ethyl)propane-2-sulfinamide